3-((3-(5-(3,5-difluorophenyl)-4,5-dihydro-1H-pyrazole-1-carbonyl)bicyclo[1.1.1]pentan-1-yl)methoxy)isoxazole-5-carbonitrile FC=1C=C(C=C(C1)F)C1CC=NN1C(=O)C12CC(C1)(C2)COC2=NOC(=C2)C#N